2-bromo-6-(5-methoxy-1-benzofuran-2-yl)benzonitrile BrC1=C(C#N)C(=CC=C1)C=1OC2=C(C1)C=C(C=C2)OC